oxygen methane carbon [C].C.[O]